dicyclohexylamine salicylate C(C=1C(O)=CC=CC1)(=O)O.C1(CCCCC1)NC1CCCCC1